N-((1,2,3,5,6,7-hexahydro-s-indacen-4-yl)carbamoyl)-4-hydroxy-4-methyl-5,6,7,8-tetrahydro-4H-5,8-ethanocyclohepta[b]furan-2-sulfonamide C1CCC2=C(C=3CCCC3C=C12)NC(=O)NS(=O)(=O)C1=CC2=C(O1)C1CCC(C2(C)O)CC1